(3R)-1-(2-(3-cyano-1H-1,2,4-triazol-1-yl)-4-(4-fluorophenyl)cyclopentyl)piperidin-3-ylcarbamic acid tert-butyl ester C(C)(C)(C)OC(N[C@H]1CN(CCC1)C1C(CC(C1)C1=CC=C(C=C1)F)N1N=C(N=C1)C#N)=O